FC1=C(C(=CC=C1)F)N1N=C(C2=CC=CC=C2C1=O)C=1C=C(C=CC1)\C=[N+](\C(C)C)/[O-] (Z)-1-(3-(3-(2,6-Difluorophenyl)-4-oxo-3,4-dihydrophthalazin-1-yl)phenyl)-N-isopropylmethanimine Oxide